C(C)SC1=C(C(=CC(=C1)N(CC#C)CC1=CC=C(C=C1)F)C)NC(CC(C)(C)C)=O N-(2-(ethylsulfanyl)-4-((4-fluorobenzyl)(prop-2-yn-1-yl)amino)-6-methylphenyl)-3,3-dimethylbutyramide